ClC=1C(=NC=C(C1C)C(F)(F)F)N1[C@H](CN(CC1)C(=O)OC(C)(C)C)CO t-butyl (R)-4-(3-chloro-5-(trifluoromethyl)methylpyridinyl)-3-(hydroxymethyl)piperazin-1-carboxylate